N-(5-((4-(aminomethyl)-1H-pyrazol-1-yl)methyl)-2,3-dihydro-[1,4]dioxino[2',3':5,6]benzo[1,2-d]isoxazol-9-yl)-2-methoxybenzenesulfonamide NCC=1C=NN(C1)CC1=CC2=C(C(=NO2)NS(=O)(=O)C2=C(C=CC=C2)OC)C2=C1OCCO2